t-butyltin trichloride C(C)(C)(C)[Sn](Cl)(Cl)Cl